FC=1C=C(C=C(C1)F)[C@@H]1CCN2N1C(C1(C2)CCN(CC1)C1=NC(=NC(=C1)C)C(F)(F)F)=O (S)-7'-(3,5-difluorophenyl)-1-(6-methyl-2-(trifluoromethyl)pyrimidin-4-yl)dihydro-1'H,3'H,5'H-spiro[piperidine-4,2'-pyrazolo[1,2-a]pyrazol]-1'-one